CC=1C2=CC=CC=C2C=2C=CC=CC2C1C 9,10-dimethylphenanthrene